(2-fluorophenyl)-phenyl-methanone FC1=C(C=CC=C1)C(=O)C1=CC=CC=C1